O=C1C(=C(N=C(N1)NCC1CCC(CC1)C1=NN=NN1)C=1SC=CC1)C#N 6-oxo-2-{[4-(1H-tetrazol-5-yl)-cyclohexylmethyl]-amino}-4-thiophen-2-yl-1,6-dihydro-pyrimidine-5-carbonitrile